tert-Butyl 2-(2-{cyclooctyl[(3-methylisoxazole-4-carbonyl)amino]methyl}-4-fluoro-1H-benzimidazol-5-yl)piperidine-1-carboxylate C1(CCCCCCC1)C(C1=NC2=C(N1)C=CC(=C2F)C2N(CCCC2)C(=O)OC(C)(C)C)NC(=O)C=2C(=NOC2)C